3-(4-((2-cyclopropylethyl)((1r,4r)-4-((2,2,3,3,3-penta-fluoropropyl)amino)cyclohexyl)amino)-1-oxoisoindolin-2-yl)piperidine-2,6-dione C1(CC1)CCN(C1=C2CN(C(C2=CC=C1)=O)C1C(NC(CC1)=O)=O)C1CCC(CC1)NCC(C(F)(F)F)(F)F